N-(allylphosphinyl)aminotetrahydrothiophene-1,1-dioxide C(C=C)P(=O)NC1S(CCC1)(=O)=O